COC1=CC(=C2C=CC(=NC2=C1)C)C1(CC1)C=1C(=C(C(=O)N)C=CC1)C (1-(7-methoxy-2-methylquinolin-5-yl)cyclopropyl)-2-methylbenzamide